BrC=1C(=CC(=NC1)C(=O)NC=1C(=C(C=CC1)C1=C(C(=CC=C1)NC(OC)=O)C)Cl)C methyl (3'-(5-bromo-4-methylpicolinamido)-2'-chloro-2-methyl-[1,1'-biphenyl]-3-yl)carbamate